C1(CCCCC1)[C@H]1C[C@H](NC1)C(=O)O (2S,4R)-4-cyclohexylpyrrolidine-2-carboxylic acid